(1R,2S)-2-(((5-amino-1,3,4-thiadiazol-2-yl)oxy)methyl)cyclopentan-1-ol NC1=NN=C(S1)OC[C@H]1[C@@H](CCC1)O